CC1(N(CCOC1)CC1=CC=C(C=C1)C1C(CC2C(N1)COC2)C(=O)OC)C cis-methyl 2-[4-[(3,3-dimethylmorpholin-4-yl) methyl] phenyl]-1,2,3,4,4a,5,7,7a-octahydrofuro[3,4-b]pyridine-3-carboxylate